COC1=C(CNC2=C3N=CN(C3=NC=N2)[C@H]2[C@@H](O)[C@H](O)[C@H](O2)CO)OC=C1 6-(3-methoxyfurfurylamino)-9-β-D-arabinofuranosylpurine